5-chloro-N-(4-morpholinophenyl)-4-((1-(2,2,2-trifluoroethyl)piperidin-4-yl)methoxy)pyrimidin-2-amine ClC=1C(=NC(=NC1)NC1=CC=C(C=C1)N1CCOCC1)OCC1CCN(CC1)CC(F)(F)F